NN1C=NC(=C2N3C(N=C12)N(C(N3C)=O)CCN3CCN(CC3)C3=C(C=C(C=C3)C3=NOC(=N3)C)F)C=3OC=CC3 5-Amino-3-[2-[4-[2-fluoro-4-(5-methyl-1,2,4-oxadiazol-3-yl)phenyl]piperazin-1-yl]ethyl]-8-(2-furyl)-1-methyl-[1,2,4]triazolo[5,1-f]purin-2-one